4-(methyl(3,3,3-trifluoropropyl)amino)cyclobut-3-ene-1,2-dione CN(C1=CC(C1=O)=O)CCC(F)(F)F